C(#N)[C@@H](C[C@H]1C(NCCC1)=O)NC(=O)[C@@H]1N([C@H]2CC([C@@H]1CC2)(F)F)C([C@H](C2=CC=CC=C2)O)=O (1R,3R,4R)-N-((R)-1-cyano-2-((S)-2-oxopiperidin-3-yl)ethyl)-5,5-difluoro-2-((S)-2-hydroxy-2-phenylacetyl)-2-azabicyclo[2.2.2]octane-3-carboxamide